2-(4-((2-(2,6-dioxopiperidin-3-yl)-1-oxoisoindolin-4-yl)diazenyl)-2,6-dimethoxyphenoxy)acetamide O=C1NC(CCC1N1C(C2=CC=CC(=C2C1)N=NC1=CC(=C(OCC(=O)N)C(=C1)OC)OC)=O)=O